FC(C1=CC=C(C=C1)C=1C(=NC(=NC1)N)N)(F)F 5-[4-(trifluoromethyl)phenyl]pyrimidine-2,4-diamine